1-METHYLPYRROLIDINE-2-CARBOXYLIC ACID HYDRATE O.CN1C(CCC1)C(=O)O